FC=1C=C2C(=CNC(C2=CC1F)=O)[C@H](C)N(C(=O)NCC1=CC(=C(C=C1)F)Cl)C (S)-1-(1-(6,7-difluoro-1-oxo-1,2-dihydroisoquinolin-4-yl)ethyl)-1-methyl-3-(3-chloro-4-fluorobenzyl)urea